Cl.N[C@H]1[C@@H](CCCC1)C(=O)OCC trans-ethyl 2-aminocyclohexanecarboxylate hydrochloride